NC1=C(C#N)C(=CC(=C1)C1CCN2C(CCC2C1)=O)F 2-amino-6-fluoro-4-(3-oxooctahydroindolizin-7-yl)benzonitrile